(2R,3R,4S,5R)-7-((1,1-dioxidotetrahydro-2H-thiopyran-4-yl)methyl)-3,5-dihydroxy-2-(hydroxymethyl)-4-(4-(3,4,5-trifluorophenyl)-1H-1,2,3-triazol-1-yl)-1-oxa-7-azaspiro[5.5]undecane O=S1(CCC(CC1)CN1C2([C@@H]([C@H]([C@H]([C@H](O2)CO)O)N2N=NC(=C2)C2=CC(=C(C(=C2)F)F)F)O)CCCC1)=O